FCCOC=1C=C(C=2N(C1)N=C1C2C=NN1)C=1C=CC(=NC1)N1CCN(CC1)C(CC1=NC=CC=C1)=O 1-(4-(5-(6-(2-Fluoroethoxy)-1H-pyrazolo[3',4':3,4]pyrazolo[1,5-a]pyridin-4-yl)pyridin-2-yl)piperazin-1-yl)-2-(pyridin-2-yl)ethan-1-one